OCC(=O)N1CCC(CC1)C(=O)N([C@H](C(F)(F)F)C1=CC=C(C=C1)NC=1C(=C2C(=NC1)SC(=N2)C)[C@@H](C)OC)C 1-(hydroxyacetyl)-N-methyl-N-{(1S)-2,2,2-trifluoro-1-[4-({7-[(1R)-1-methoxyethyl]-2-methyl[1,3]thiazolo[5,4-b]pyridin-6-yl}amino)phenyl]ethyl}piperidine-4-carboxamide